N-((1r,4r)-4-(3-(5-fluoro-4-(4-fluoro-2-methoxyphenyl)pyridin-2-yl)ureido)cyclohexyl)acetamide FC=1C(=CC(=NC1)NC(NC1CCC(CC1)NC(C)=O)=O)C1=C(C=C(C=C1)F)OC